Cl.N[C@](C(=O)N1CCN(CC1)C(=O)NC1=NC(N(C=C1)C1=CC=C(C=C1)CN1CCC(CC1)N)=O)(C(C)C)C (S)-4-(2-Amino-2,3-dimethylbutanoyl)-N-(1-(4-((4-aminopiperidin-1-yl)methyl)phenyl)-2-oxo-1,2-dihydropyrimidin-4-yl)piperazine-1-carboxamide hydrochloride salt